C(CCCCCCC\C=C/CCCCCCCC)(=O)OCC(COC(CCCCCCC\C=C/CCCCCCCC)=O)NC(CCN1C(C=CC1=O)=O)=O 2-(3-(2,5-dioxo-2,5-dihydro-1H-pyrrol-1-yl)propanamido)propane-1,3-diyl dioleate